3-isopropyl-6-(1H-pyrazol-1-yl)-1,3,5-triazine-2,4(1H,3H)-dione C(C)(C)N1C(NC(=NC1=O)N1N=CC=C1)=O